ClC=1C=NC(=C2C(C=C(N(C12)C1=C(C=CC=C1Cl)Cl)C)=O)OCC(CO)CO 8-chloro-1-(2,6-dichlorophenyl)-5-(3-hydroxy-2-(hydroxymethyl)propoxy)-2-methyl-1,6-naphthyridin-4(1H)-one